BrC1=CC2=C(NC=3N(CC2)N=C(C3C#N)C3=CC=C(CNC(OC(C)(C)C)=O)C=C3)C=C1 tert-butyl (4-(7-bromo-3-cyano-9,10-dihydro-4H-benzo[d]pyrazolo[1,5-a][1,3]diazepin-2-yl)benzyl)carbamate